2,2,2-trifluoro-N-phenylacetimidoylchloride FC(C(=NC1=CC=CC=C1)Cl)(F)F